(R)-N-((R)-8-(5-((1H-indazole-4-yl)thio)-1-methyl-6-oxo-1,6-dihydropyrimidin-2-yl)-8-azaspiro[4.5]decan-1-yl)-2-methylpropane-2-sulfinamide N1N=CC2=C(C=CC=C12)SC1=CN=C(N(C1=O)C)N1CCC2(CCC[C@H]2N[S@](=O)C(C)(C)C)CC1